C(C)(C)(C)OC(=O)N[C@H](C(=O)OC(C)(C)C)CC1=CC=C(C=C1)N1C=NC(=C1)C(N)=O tert-butyl (S)-2-((tert-butoxycarbonyl)amino)-3-(4-(4-carbamoyl-1H-imidazol-1-yl)phenyl)propanoate